ClC1=C(C=CC=C1)C=1N=C(SC1)N(/N=C/C1=C(C=CC=C1)C(=O)O)C(C)CC (E)-4-(2-chlorophenyl)-2-[1-(2-butyl)-2-(2-carboxybenzylidene)hydrazino]thiazole